C1(=CC=CC=C1)C1(N(C=2C=CC3=C(C2C=C1)C=CC=C3)C3=CC=C(C=C3)C(F)(F)F)C3=CC=C(C=C3)C(F)(F)F 3-phenyl-3-(4-(trifluoromethyl)phenyl)4-(4-(trifluoromethyl)phenyl)-3,4-dihydrobenzo[f]quinoline